BrC1=CC(=CC=2N(C=NC21)C/C(=C/CNC(OC(C)(C)C)=O)/F)C#N tert-butyl (Z)-(4-(4-bromo-6-cyano-1H-benzo[d]imidazol-1-yl)-3-fluorobut-2-en-1-yl)carbamate